BrC1=C(C=C2C(N(C=NC2=C1)CC(C[C@@H]1N(CCC[C@H]1O)C(=O)OC(C)(C)C)=O)=O)Cl tert-butyl trans-2-(3-(7-bromo-6-chloro-4-oxoquinazolin-3(4H)-yl)-2-oxopropyl)-3-hydroxypiperidine-1-carboxylate